N,N-BIs(4-(tert-butyl)phenyl)-3,5-BIs((9-(4-(tert-butyl)phenyl)-9H-carbazol-4-yl)oxy)-4-methylaniline C(C)(C)(C)C1=CC=C(C=C1)N(C1=CC(=C(C(=C1)OC1=CC=CC=2N(C3=CC=CC=C3C12)C1=CC=C(C=C1)C(C)(C)C)C)OC1=CC=CC=2N(C3=CC=CC=C3C12)C1=CC=C(C=C1)C(C)(C)C)C1=CC=C(C=C1)C(C)(C)C